FC1=C(C(=CC=C1)F)C1CN(C1)C=1C=C2CCC(C2=CC1)N1CCC(CC1)C(=O)OC methyl 1-(5-(3-(2,6-difluorophenyl)azetidin-1-yl)-2,3-dihydro-1H-inden-1-yl)piperidine-4-carboxylate